CC=1C(=C(C=CC1C)O)C(C)(C)C 3,4-dimethyl-tert-butyl-phenol